1,4-dioxepan-6-yl (1-hydroxy-7-methyl-1,3-dihydrobenzo[c][1,2]oxaborole-6-carbonyl)-L-valinate OB1OCC2=C1C(=C(C=C2)C(=O)N[C@@H](C(C)C)C(=O)OC2COCCOC2)C